BrC1=CC=C(C=C1)OCC(=O)NCC(=O)NC1CCCC2=CC=CC=C12 N~2~-{[(4-bromophenyl)oxy]acetyl}-N-(1,2,3,4-tetrahydronaphthalen-1-yl)glycinamide